3-[(4-hydroxy-1-{[(3R,4R)-1-(3-methylbenzyl)-3-phenylpiperidin-4-yl]carbonyl}piperidin-4-yl)methyl]-7-methyl-3,7-dihydro-4H-pyrrolo[2,3-d]pyrimidin-4-one OC1(CCN(CC1)C(=O)[C@H]1[C@@H](CN(CC1)CC1=CC(=CC=C1)C)C1=CC=CC=C1)CN1C=NC2=C(C1=O)C=CN2C